1-(dimethoxymethyl)-4-methoxy-benzene COC(C1=CC=C(C=C1)OC)OC